CN1N=CC=2C1=NC(=NC2N2CCC(CC2)NCCCC2=CC=NC=C2)C2=NC=CC=C2 1-(1-methyl-6-(pyridin-2-yl)-1H-pyrazolo[3,4-d]pyrimidin-4-yl)-N-(3-(pyridin-4-yl)propyl)piperidin-4-amine